1,1-dimethylethyl ((3R)-1-{[2-(1-ethyl-1H-indol-2-yl)-1-methyl-1H-benzimidazol-5-yl]carbonyl}-3-piperidinyl)carbamate C(C)N1C(=CC2=CC=CC=C12)C1=NC2=C(N1C)C=CC(=C2)C(=O)N2C[C@@H](CCC2)NC(OC(C)(C)C)=O